C=1(C(=CC=CC1)C(=O)C(C(C(=O)O)(O)C(=O)C=1C(=CC=CC1)C)(O)C(=O)O)C di(toluoyl)tartaric acid